(S)-quinuclidin-3-yl (6-(2-(2-methoxyethoxy)phenyl)-2,2-dimethyl-1,2,3,4-tetrahydronaphthalen-1-yl)carbamate COCCOC1=C(C=CC=C1)C=1C=C2CCC(C(C2=CC1)NC(O[C@@H]1CN2CCC1CC2)=O)(C)C